(2S,3S)-3-methyl-2-(4-methyl-2-oxopyridin-1(2H)-yl)pentanoic acid C[C@H]([C@@H](C(=O)O)N1C(C=C(C=C1)C)=O)CC